tert-butyl 2-((5-(2-chloro-5-(hydroxymethyl)pyridin-3-yl)-7-((2-(methylamino)-1H-imidazol-1-yl)methyl)-1-oxoisoquinolin-2(1H)-yl)methyl)-4-methyl-1H-indole-1-carboxylate ClC1=NC=C(C=C1C1=C2C=CN(C(C2=CC(=C1)CN1C(=NC=C1)NC)=O)CC=1N(C2=CC=CC(=C2C1)C)C(=O)OC(C)(C)C)CO